C(C)(C)C=1C(=NNC1C=1C=C(C=2N(C1)N=CN2)OC)C=2SC(=C(N2)C)N2[C@H](CN(CC2)C(CC)CC)C (S)-2-(4-isopropyl-5-(8-methoxy-[1,2,4]triazolo[1,5-a]pyridin-6-yl)-1H-pyrazol-3-yl)-4-methyl-5-(2-methyl-4-(pent-3-yl)piperazin-1-yl)thiazole